O=C1N(CCC(N1)=O)C1=CC=C(CN2CCN(CC2)CC2=CC3=C(N(C(=N3)NC(C3=CC(=CC=C3)C(F)(F)F)=O)C3CCC(CC3)CO)C=C2)C=C1 N-(5-((4-(4-(2,4-dioxotetrahydropyrimidin-1(2H)-yl)benzyl)piperazin-1-yl)methyl)-1-((1s,4s)-4-(hydroxymethyl)cyclohexyl)-1H-benzo[d]imidazol-2-yl)-3-(trifluoromethyl)benzamide